CC(C=C)OC1=C(C=C(C=C1)C)B(O)O [2-(BUT-3-EN-2-YLOXY)-5-METHYLPHENYL]BORANEDIOL